5-chloro-7-methyl-8-iodoimidazo[1,2-c]pyrimidine ClC1=NC(=C(C=2N1C=CN2)I)C